O=C1N(C(CC1)=O)OC(CNC(CCOCCOCCC(=O)ON1C(CCC1=O)=O)=O)=O 2,5-dioxopyrrolidin-1-yl 3-(2-(3-((2-((2,5-dioxopyrrolidin-1-yl) oxy)-2-oxoethyl)amino)-3-oxopropoxy)ethoxy)propanoate